1,5-dioxacyclooctane O1CCCOCCC1